hydroxymethylcyclohexane OCC1CCCCC1